(6-chloro-3-(methylthio)naphthalen-2-yl)boron ClC=1C=C2C=C(C(=CC2=CC1)[B])SC